N-(1-methyl-2-oxospiro[indoline-3,4'-tetrahydropyran]-6-yl)carbamic acid tert-butyl ester C(C)(C)(C)OC(NC1=CC=C2C(=C1)N(C(C21CCOCC1)=O)C)=O